N-Nonyloxysuccinimide C(CCCCCCCC)ON1C(CCC1=O)=O